(E)-N'-[4-bromo-5-chloro-2-[7-chloro-2-(oxan-2-yl)indazole-4-carbonyl]phenyl]-N,N-dimethylmethanimidamide BrC1=CC(=C(C=C1Cl)/N=C/N(C)C)C(=O)C=1C2=CN(N=C2C(=CC1)Cl)C1OCCCC1